C1(=CC=CC=C1)C(CC1=CC(=C(C=C1)C1=CC=C(C=C1)C)C1=CC=CC=C1)C p-(2-phenylpropyl)phenyl-4'-methylbiphenyl